hydroxyethyl-N-hydroxymethyl-amine OCCN(O)C